OC1=C(C2=CC=CC=C2C=C1)CC1=NC(=CC2=CC=CC=C12)O ((2-Hydroxynaphthalen-1-yl)methyl)isoquinolin-3-ol